O1C(CCC1)[C@H]1[C@@H](C1)N |r| rac-(1R,2R)-2-(oxolan-2-yl)cyclopropan-1-amine